(E)-ethyl 3-(5-fluoro-2,6-dimethylpyrimidin-4-yl)acrylate FC=1C(=NC(=NC1C)C)/C=C/C(=O)OCC